(N-butylamino)acetonitrile C(CCC)NCC#N